benzyl-2-(3-chlorophenyl)-1H-benzo[d]Imidazole-6-carbonitrile C(C1=CC=CC=C1)N1C(=NC2=C1C=C(C=C2)C#N)C2=CC(=CC=C2)Cl